NC1=NC=CC(=C1C=CC(N1CCNCC1)=O)OC1=C(C=C(C=C1)C1=C(C(N(C(N1C(C)C)=O)C1=CC=C(C=C1)F)=O)C(=O)N)F (4-(2-amino-3-(3-oxo-3-(piperazin-1-yl)prop-1-enyl)pyridin-4-yloxy)-3-fluorophenyl)-3-(4-fluorophenyl)-1-isopropyl-2,4-dioxo-1,2,3,4-tetrahydropyrimidine-5-carboxamide